C1(C(CC2=CC=C3C(=C12)C=CC=C3)=O)=O benzoindandione